BrC=1C=CC(=C(C(=O)O)C1)C(C(C)C)=O 5-bromo-2-isobutyrylbenzoic acid